N1,N1-dimethyl-6-(3-methylbenzofuran-2-carboxamido)hept-2-enediamid CN(C(C=CCCC(C(=O)N)NC(=O)C=1OC2=C(C1C)C=CC=C2)=O)C